CS(=O)(=O)N1CCN(CC1)C1=CC=C(C=C1)NC1=NC2=CC=CC=C2C=N1 2-((4-(4-(methylsulfonyl)piperazin-1-yl)phenyl)amino)quinazolin